monomethyl ether acrylate C(C=C)(=O)O.COC